CSC1=NC(=C2NC(=NC2=N1)C(N)=O)NC([C@@H](N)[C@H](O)C)=O 2-methylthio-N6-threonyl-carbamoyl-adenine